azelaoyl-CoA C(CCCCCCCC(=O)O)(=O)SCCNC(CCNC([C@@H](C(COP(OP(OC[C@@H]1[C@H]([C@H]([C@@H](O1)N1C=NC=2C(N)=NC=NC12)O)OP(=O)(O)O)(=O)O)(=O)O)(C)C)O)=O)=O